C(C)(C)(C)C1=C(OC(C(=O)O)(C)C)C(=CC(=C1)C)C(C)(C)C 2-(2,6-di-tert-butyl-4-methylphenoxy)-2-methylpropanoic acid